NC[C@@H](O)C=1C=NC(=NC1)C1=C(C=C(C#N)C=C1)OC1=NC(=NC(=C1)N1CCCCC1)C 4-[5-[(1S)-2-amino-1-hydroxyethyl]pyrimidin-2-yl]-3-(2-methyl-6-piperidin-1-ylpyrimidin-4-yl)oxybenzonitrile